C[C@@H]1N(CCOC2=C1C=CC(=C2)C(=O)OCC)C(=O)OC(C)(C)C 4-(tert-butyl) 8-ethyl (S)-5-methyl-2,3-dihydrobenzo[f][1,4]oxazepine-4,8(5H)-dicarboxylate